FC1(CN(C1)C=1C=2N(C=C(C1)N)C=CN2)F 8-(3,3-Difluoroazetidin-1-yl)imidazo[1,2-a]pyridin-6-amine